samarium-niobium-lanthanum [La].[Nb].[Sm]